1-benzyl-2,3-dimethyl-imidazole copper bromide [Cu](Br)Br.C(C1=CC=CC=C1)N1C(N(C=C1)C)C